tert-butyl (2R,5S)-4-(7-(4-chloropyridin-2-yl)-5-hydroxy-7H-pyrrolo[2,3-d]pyrimidin-4-yl)-2,5-dimethylpiperazine-1-carboxylate ClC1=CC(=NC=C1)N1C=C(C2=C1N=CN=C2N2C[C@H](N(C[C@@H]2C)C(=O)OC(C)(C)C)C)O